(1-ethoxyethyl)-oxazolidinone C(C)OC(C)N1C(OCC1)=O